2-((2-(6-chloro-3-methyl-1-(tetrahydro-2H-pyran-2-yl)-1H-pyrazolo[3,4-d]pyrimidin-4-ylamino)ethyl)(methyl)amino)ethanol ClC1=NC(=C2C(=N1)N(N=C2C)C2OCCCC2)NCCN(CCO)C